FC(COC(C(=O)Cl)=O)(F)F.S1C=NC2=C1C=CC(=C2)[C@@H]2N(C[C@H](CC2)C)C(C(=O)OCC(F)(F)F)=O 2,2,2-trifluoroethyl 2-((2R,5S)-2-(benzo[d]thiazol-5-yl)-5-methylpiperidin-1-yl)-2-oxoacetate 2,2,2-Trifluoroethyl-2-chloro-2-oxo-acetate